Methyl-d3 (S)-5-oxopyrrolidine-2-carboxylate O=C1CC[C@H](N1)C(=O)OC([2H])([2H])[2H]